5-[3-(4-{6-amino-7-[4-(4-methoxyphenoxy)-3-methylphenyl]-8-oxopurin-9-yl}-[1,4'-bipiperidin]-1'-yl)azetidin-1-yl]-2-(2,6-dioxopiperidin-3-yl)isoindole-1,3-dione NC1=C2N(C(N(C2=NC=N1)C1CCN(CC1)C1CCN(CC1)C1CN(C1)C=1C=C2C(N(C(C2=CC1)=O)C1C(NC(CC1)=O)=O)=O)=O)C1=CC(=C(C=C1)OC1=CC=C(C=C1)OC)C